C(CCCCC=CCC=O)=O 6-nonendial